BrC=1C=C(C(=O)N2CC(NC3=CC(=CC=C23)C(C)=O)=O)C=C(C1)OC 4-(3-bromo-5-methoxybenzoyl)-7-acetyl-3,4-dihydroquinoxalin-2(1H)-one